4,6-difluoro-N-(5-fluoro-2-(2-methylpiperidin-3-yl)thieno[2,3-b]pyridin-4-yl)-benzo[d]thiazol-5-amine FC1=C(C(=CC2=C1N=CS2)F)NC2=C1C(=NC=C2F)SC(=C1)C1C(NCCC1)C